2-cyclopropylquinazoline-4-thiol C1(CC1)C1=NC2=CC=CC=C2C(=N1)S